BrC1=C(C2=C(N(C(N2C)=O)C2C(N(C(CC2)=O)CC2=CC=C(C=C2)OC)=O)C=C1)F 3-(5-bromo-4-fluoro-3-methyl-2-oxo-1,3-benzodiazol-1-yl)-1-[(4-methoxyphenyl)methyl]piperidine-2,6-dione